5-[2-(2-cyano-2,2-dimethylacetylamino)imidazo[1,2-b]pyridazin-6-yl]-N-{[5-(cyclopropylmethoxy)-2-fluorophenyl]methyl}-2-methoxypyridine-3-carboxamide C(#N)C(C(=O)NC=1N=C2N(N=C(C=C2)C=2C=C(C(=NC2)OC)C(=O)NCC2=C(C=CC(=C2)OCC2CC2)F)C1)(C)C